(pyrimidin-4-ylmethyl)urea N1=CN=C(C=C1)CNC(=O)N